ClC=1N=NC(=CC1[C@@H]1[C@H](C1)COC(F)(F)F)C=1C(=NC(=NC1)OC)OC 3-chloro-6-(2,4-dimethoxypyrimidin-5-yl)-4-((1S,2S)-2-((trifluoromethoxy)methyl)cyclopropyl)pyridazine